NC=1N=C(C2=C(N1)C=C(C=N2)CN2C[C@@H](CC2)O)NC=2C(=C(C=CC2)C2=C(C(=CC=C2)C=2OC1=C(N2)C=C(C=C1C#N)CN1CCCCC1)C)C (R)-1-((2-(3'-(2-Amino-7-((3-hydroxypyrrolidin-1-yl)methyl)pyrido[3,2-d]pyrimidin-4-ylamino)-2,2'-dimethylbiphenyl-3-yl)-7-cyanobenzo[d]oxazol-5-yl)methyl)piperidin